The molecule is an organic sodium salt that is the tetrasodium salt of 3-hydroxy-4-({2-sulfo-4-[(4-sulfophenyl)diazenyl]phenyl}diazenyl)naphthalene-2,7-disulfonic acid. It has a role as a histological dye and a fluorochrome. It is an organic sodium salt and an organosulfonate salt. It contains a Ponceau S(4-). C1=CC(=CC=C1N=NC2=CC(=C(C=C2)N=NC3=C4C=CC(=CC4=CC(=C3O)S(=O)(=O)[O-])S(=O)(=O)[O-])S(=O)(=O)[O-])S(=O)(=O)[O-].[Na+].[Na+].[Na+].[Na+]